5-((4-(7-fluoro-[1,2,4]triazolo[1,5-a]pyridin-6-yl)piperidin-1-yl)sulfonyl)-3-methylisothiazole FC1=CC=2N(C=C1C1CCN(CC1)S(=O)(=O)C1=CC(=NS1)C)N=CN2